[IH2+].CC1=NC2=C(C=CC=C2C=C1)C1=CC=C(C=C1)CCCC methyl-8-(4-n-butyl-phenyl)quinoline iodonium salt